1-(2-(Piperidin-1-yl)ethyl)quinazoline-2,4(1H,3H)-dione hydrochloride Cl.N1(CCCCC1)CCN1C(NC(C2=CC=CC=C12)=O)=O